(S)-3-((tert-Butoxycarbonyl)amino)-3-(4-(4-methylthiazol-5-yl)phenyl)propanoic acid C(C)(C)(C)OC(=O)N[C@@H](CC(=O)O)C1=CC=C(C=C1)C1=C(N=CS1)C